OCCOC=1C(=[N+](ON1)[O-])C 4-(2-hydroxyethoxy)-3-methyl-1,2,5-oxadiazole-oxide